N-(2-(5-chloro-1-(ethylsulfonyl)-3-methylindolin-3-yl)ethyl)-N-methylacetamide ClC=1C=C2C(CN(C2=CC1)S(=O)(=O)CC)(C)CCN(C(C)=O)C